N-[2-fluoro-3-[4-(trifluoromethyl)anilino]-2,3-dihydro-1H-inden-5-yl]acrylamide FC1CC2=CC=C(C=C2C1NC1=CC=C(C=C1)C(F)(F)F)NC(C=C)=O